C(CCCCCCCCC)OC(C(CCCC)N)=O aminocaproic acid decyl ester